N-ethyl-6-methyl-7-oxo-4-(1-phenylethenyl)-1-((2-(trimethylsilyl)ethoxy)methyl)-6,7-dihydro-1H-pyrrolo[2,3-c]pyridine-2-carboxamide C(C)NC(=O)C1=CC2=C(C(N(C=C2C(=C)C2=CC=CC=C2)C)=O)N1COCC[Si](C)(C)C